[C@H]12OC[C@H](N(C1)C(=O)C1=CN=C3N1C=C(C=C3F)S(=O)(=O)NC3(CC3)C)C2 3-((1R,4R)-2-oxa-5-azabicyclo[2.2.1]heptane-5-carbonyl)-8-fluoro-N-(1-methylcyclopropyl)imidazo[1,2-a]pyridine-6-sulfonamide